α-hydroxybutyl-ε-hydroxyhexanoate OC(CCC)OC(CCCCCO)=O